NC1=NC=C(C2=C1C=NN2COCC[Si](C)(C)C)NC(C(=O)N2[C@H](CN(CC2)C(C(C)C)=O)C2=CC=CC=C2)=O (S)-N-(4-amino-1-((2-(trimethylsilyl)ethoxy)methyl)-1H-pyrazolo[4,3-c]pyridin-7-yl)-2-(4-isobutyryl-2-phenylpiperazin-1-yl)-2-oxoacetamide